2-[(4-{2-[(4-cyano-2-fluorobenzyl)oxy]pyridin-3-yl}piperidin-1-yl)methyl]-1-(2-methoxyethyl)-1H-benzimidazole-6-carboxylic acid, trifluoroacetate salt FC(C(=O)O)(F)F.C(#N)C1=CC(=C(COC2=NC=CC=C2C2CCN(CC2)CC2=NC3=C(N2CCOC)C=C(C=C3)C(=O)O)C=C1)F